N1=NC=CC=C1 1,2-Diazine